(S or R)-1-(1-(1-(bicyclo[1.1.1]pentan-1-yl)-1H-pyrazol-4-yl)-5-chloro-1H-indazol-6-yl)-4-(tetrahydrofuran-3-yl)piperidin-4-ol C12(CC(C1)C2)N2N=CC(=C2)N2N=CC1=CC(=C(C=C21)N2CCC(CC2)(O)[C@@H]2COCC2)Cl |o1:26|